COC1=CC=C(C=C1)C=1C=CC=C2C(=NC(=NC12)NC)C1=CC(=CC=C1)N1CCN(CC1)C 8-(4-methoxyphenyl)-N-methyl-(3-(4-methylpiperazin-1-yl)phenyl)quinazolin-2-amine